CC(C)OC(=O)N(NOC(C)C)C(=O)NN N'-[(prop-2-yloxy)carbonyl](propan-2-yloxy)carbohydrazide